ethyl 7-bromo-2-(4-bromophenyl)-2H-pyrazolo[4,3-b]pyridine-3-carboxylate Ethyl-2-(4-bromophenyl)-7-hydroxy-2H-pyrazolo[4,3-b]pyridine-3-carboxylate hydrogen chloride Cl.C(C)OC(=O)C=1N(N=C2C1N=CC=C2O)C2=CC=C(C=C2)Br.BrC=2C=1C(N=CC2)=C(N(N1)C1=CC=C(C=C1)Br)C(=O)OCC